(2R,4R)-1-(3-(3-chloro-2-fluoro-phenyl)oxetan-3-yl)-4-((3-fluoro-6-((5-methyl-1H-pyrazol-3-yl)-amino)pyridin-2-yl)methyl)-2-methylpiperidine-4-carboxylic acid ClC=1C(=C(C=CC1)C1(COC1)N1[C@@H](C[C@@](CC1)(C(=O)O)CC1=NC(=CC=C1F)NC1=NNC(=C1)C)C)F